5-cyano-2-(2,6-dicyanoisoindolin-4-yl)-3-fluorobenzamide C(#N)C=1C=C(C(=C(C(=O)N)C1)C1=C2CN(CC2=CC(=C1)C#N)C#N)F